1,3-bis(dimethylamino)propanediol CN(C(CCN(C)C)(O)O)C